C(CSCCO)SCCO 2,2'-(ethane-1,2-diylbis(sulfanediyl))-bis(ethane-1-ol)